8-(4-methoxyphenyl)-2-((2,2-diFluoroethyl)amino)-6-(2-methyl-2H-indazol-5-yl)pteridin-7(8H)-one COC1=CC=C(C=C1)N1C(C(=NC=2C=NC(=NC12)NCC(F)F)C1=CC2=CN(N=C2C=C1)C)=O